2,6-difluoro-N-(2-fluoroethyl)benzamide FC1=C(C(=O)NCCF)C(=CC=C1)F